ClC1=CC=C2C(=NC=3N(C2=C1)C=NN3)N(C)C3=CC(=CC(=C3)C#CC3(CC3)C(F)(F)F)F 8-chloro-N-(3-fluoro-5-((1-(trifluoromethyl)cyclopropyl)ethynyl)phenyl)-N-methyl-[1,2,4]triazolo[4,3-a]quinazolin-5-amine